7-amino-2,3,4,5-tetrahydro-3-ethoxybenzo[b][1,4]oxazepine NC1=CC2=C(OCC(CN2)OCC)C=C1